[8-(1-hexylnonoxy)-7,7-dimethyl-8-oxo-octyl] (2S,4S)-1-[8-(1-hexylnonoxy)-7,7-dimethyl-8-oxo-octyl]-4-hydroxy-pyrrolidine-2-carboxylate C(CCCCC)C(CCCCCCCC)OC(C(CCCCCCN1[C@@H](C[C@@H](C1)O)C(=O)OCCCCCCC(C(=O)OC(CCCCCCCC)CCCCCC)(C)C)(C)C)=O